N-(5-((4-((5-fluoropyrimidin-2-yl)methyl)-2-methylpyrrolidin-1-yl)methyl)thiazol-2-yl)acetamide FC=1C=NC(=NC1)CC1CC(N(C1)CC1=CN=C(S1)NC(C)=O)C